N1(CCCC1)C(=O)C=1C=CC=C2C=NC=NC12 8-(pyrrolidine-1-carbonyl)quinazolin